C(=CCCCCCCCC=C)OCCC1=CC=CC=C1 (2-(undeca-1,10-dien-1-yloxy)ethyl)benzene